C4,4'-di-tert-butylbenzophenone C(C)(C)(C)C1=CC=C(C(=O)C2=CC=C(C=C2)C(C)(C)C)C=C1